FC(OC1=NC(=C(C=C1NS(=O)(=O)C1=CNC(C2=CC(=CC=C12)Cl)=O)F)OC(F)F)F N-[2,6-bis(difluoromethoxy)-5-fluoro-3-pyridinyl]-7-chloro-1-keto-2H-isoquinoline-4-sulfonamide